6-(8-fluoro-2-methylimidazo[1,2-a]pyridin-6-yl)-2-[1-(2-methoxyethyl)piperidin-4-yl]pyrido[3,4-d]pyrimidin-4(3H)-one FC=1C=2N(C=C(C1)C1=CC3=C(N=C(NC3=O)C3CCN(CC3)CCOC)C=N1)C=C(N2)C